C(C)(C)C1=CNC2=C3C(=CC=C12)C=1C(=N3)CC(=CC1)C(C)C 3,8-diisopropyl-1,9-dihydrobenzopyrrolo[3,2-g]Indole